3-(((2-(1-methylpiperidin-4-yl)ethoxy)carbonyl)oxy)-2-((((E)-3-propylnon-2-enoyl)oxy)methyl)propyl (9Z,12Z)-octadeca-9,12-dienoate C(CCCCCCC\C=C/C\C=C/CCCCC)(=O)OCC(COC(=O)OCCC1CCN(CC1)C)COC(\C=C(\CCCCCC)/CCC)=O